FC1=C(C=CC=C1)N1N=CC2=C1COC[C@@H]2NC(=O)C2=NNC=1CCCCC21 (R)-N-(1-(2-fluorophenyl)-1,4,5,7-tetrahydropyrano[3,4-c]pyrazol-4-yl)-4,5,6,7-tetrahydro-1H-indazole-3-carboxamide